1-(tert-butyl) 4-methyl 4-(o-tolyl)piperidine-1,4-dicarboxylate C1(=C(C=CC=C1)C1(CCN(CC1)C(=O)OC(C)(C)C)C(=O)OC)C